3-((2,4,5-trifluorobenzyl)amino)-7,8,8a,9-tetrahydropyrrolo[1',2':3,4]imidazo[1,2-c]pyrimidin-1(6H)-one FC1=C(CNC=2C=C3N(C(N2)=O)CC2N3CCC2)C=C(C(=C1)F)F